1-((3aR,5s,6aS)-5-((5-(cinnolin-6-yl)-4-methoxy-7H-pyrrolo[2,3-d]pyrimidin-2-yl)amino)hexahydrocyclopenta[c]pyrrol-2(1H)-yl)ethan-1-one N1=NC=CC2=CC(=CC=C12)C1=CNC=2N=C(N=C(C21)OC)NC2C[C@@H]1[C@@H](CN(C1)C(C)=O)C2